BrC=1SC=2C(N[C@H](CN3CC(CC1C23)(F)F)COC)=O (10R)-3-bromo-6,6-difluoro-10-(methoxymethyl)-2-thia-8,11-diazatricyclo[6.4.1.04,13]trideca-1(13),3-dien-12-one